COC(C1=CC=C(C=C1)CN)=O 4-(aminomethyl)benzoic acid methyl ester